N1=C(C=CC=C1)C1=CC=C(S1)S(=O)(=O)N 5-(2-pyridinyl)thiophene-2-sulfonamide